CC=1NC2=CC=C(C=C2C1)CN (2-methyl-1H-indol-5-yl)methan-amine